C1(CC1)C1=NN(C=C1[N+](=O)[O-])[C@@H]1[C@H](C1)C(=O)OCC |o1:11,12| ethyl (1S*,2S*)-2-(3-cyclopropyl-4-nitro-pyrazol-1-yl)cyclopropanecarboxylate